4-(5-chloro-1-(5-methylhexyl)-3-(nicotinamido)-1H-pyrazolo[3,4-b]pyridin-6-yl)phenyl (3-(dimethylamino)propyl)carbamate CN(CCCNC(OC1=CC=C(C=C1)C1=C(C=C2C(=N1)N(N=C2NC(C2=CN=CC=C2)=O)CCCCC(C)C)Cl)=O)C